CS(=O)(=O)OCCC1=CC=CC2=CC(=CC=C12)F 2-(6-fluoronaphthalen-1-yl)ethyl methanesulfonate